FC1=C(C(=O)N[C@@H](C(=O)N2CCC3(CC2)C(CN(CC3)C)C3=CC=C(C=C3)F)C(C)C)C=C(C=C1)C(F)(F)F 2-fluoro-N-((2R)-1-(7-(4-fluorophenyl)-9-methyl-3,9-diazaspiro[5.5]-undecan-3-yl)-3-methyl-1-oxobutan-2-yl)-5-(trifluoromethyl)benzamide